BrC=1C=CC(=C2C(=NN(C12)C1CC1)N)Cl 7-bromo-4-chloro-1-cyclopropyl-1H-indazol-3-amine